FC(C(CB1C2CCCC1CCC2)C)(F)F 9-(3,3,3-trifluoro-2-methylpropyl)-9-borabicyclo[3.3.1]nonane